diethyl (4-((4-chloro-2-ethyl-7,9-difluoro-5H-pyrimido[5,4-b]indol-5-yl)methyl)benzyl)phosphonate ClC1=NC(=NC2=C1N(C=1C=C(C=C(C21)F)F)CC2=CC=C(CP(OCC)(OCC)=O)C=C2)CC